ClC=1C=C2C3=C(NC2=CC1)C(=NC=C3)C 6-chloro-1-methyl-9H-pyrido[3,4-b]indole